BrC1=CC=C(OCC2COCC(N2)(C)C)C=C1 5-((4-bromophenoxy)methyl)-3,3-dimethylmorpholine